[N+](=O)([O-])C1=CC=C(C=C1)S(=O)(=O)Cl (d)-4-Nitrobenzenesulfonyl chloride